2,4-bis(4-methoxyphenyl)-1,3,2,4-dithiadiphosphetane-2,4-dithione COC1=CC=C(C=C1)P1(SP(S1)(=S)C1=CC=C(C=C1)OC)=S